(R)-6-chloro-3-((1-(2-cyano-7-methyl-3-(morpholino-d8)quinoxalin-5-yl)ethyl)amino)picolinic acid ClC1=CC=C(C(=N1)C(=O)O)N[C@H](C)C1=C2N=C(C(=NC2=CC(=C1)C)C#N)N1C(C(OC(C1([2H])[2H])([2H])[2H])([2H])[2H])([2H])[2H]